8-chloro-5,6-dimethylimidazo[1,2-a]pyrazine ClC=1C=2N(C(=C(N1)C)C)C=CN2